NC=1N=NC(=CC1N1CC2CCC(C1)N2CC=2C=C(C=CC2)C2C(NC(CC2)=O)=O)C2=C(C=CC(=C2)F)O 3-(3-((3-(3-amino-6-(5-fluoro-2-hydroxyphenyl)pyridazin-4-yl)-3,8-diazabicyclo[3.2.1]octan-8-yl)methyl)phenyl)piperidine-2,6-dione